OCCN1C(CC(CC1(C)C)O)(C)C 1-(2'-hydroxyethyl)-2,2,6,6-tetramethyl-4-piperidinol